OC1=CC(=C(C(=O)C2=CC=C(C=C2)OCCO)C=C1)C 4-hydroxy-4'-(2-hydroxyethoxy)-2-methylbenzophenone